BrC=1C(=C2C3=CC=CC4=CC=CC(C2=C(C1)C1=CC=CC=C1)=C43)C4=CC=C(C=C4)C4=NC(=NC(=N4)C4=CC=CC=C4)C4=CC=CC=C4 2-(4-(8-bromo-10-phenylfluoranthen-7-yl)phenyl)-4,6-diphenyl-1,3,5-triazine